C1N(CC12CNC2)C2=CC=C(C=C2)C2=CC(=C1CN(C(C1=C2)=O)C(C(=O)NC2=NC=CC=C2)C2=C1N(C=N2)CCC1)F 2-[6-[4-(2,6-diazaspiro[3.3]heptan-2-yl)phenyl]-4-fluoro-1-oxo-isoindolin-2-yl]-2-(6,7-dihydro-5H-pyrrolo[1,2-c]imidazol-1-yl)-N-(2-pyridyl)acetamide